C(C)C1=CC=2N(C3=CC(=CC=C3C2C=C1)CC)C1=C(C(=CC(=C1)C(C)(CC(C)(C)C)C)B1OC(C(O1)(C)C)(C)C)OC1OCCCC1 2,7-diethyl-9-(2-((tetrahydro-2H-pyran-2-yl)oxy)-3-(4,4,5,5-tetramethyl-1,3,2-dioxaborolan-2-yl)-5-(2,4,4-trimethylpentan-2-yl)phenyl)-9H-carbazole